3-benzyl-1-(trans-4-((5-cyanopyridin-2-yl)amino)-cyclohexyl)-1-(4-(piperidin-1-ylmethyl)phenyl)urea C(C1=CC=CC=C1)NC(N(C1=CC=C(C=C1)CN1CCCCC1)[C@@H]1CC[C@H](CC1)NC1=NC=C(C=C1)C#N)=O